1-(3,4-dichlorophenyl)-2-(2-imino-3-((1-phenethyl-1H-1,2,3-triazol-4-yl)methyl)-2,3-dihydro-1H-benzo[d]imidazol-1-yl)ethan-1-ol ClC=1C=C(C=CC1Cl)C(CN1C(N(C2=C1C=CC=C2)CC=2N=NN(C2)CCC2=CC=CC=C2)=N)O